FC=1C=CC(=C(C(=O)N2C3CC(C(C2CNC2=NC=C(N=C2)C(F)(F)F)C)C3)C1)N1N=CC=N1 N-({2-[5-Fluoro-2-(2H-1,2,3-triazol-2-yl)benzoyl]-4-methyl-2-azabicyclo[3.1.1]heptan-3-yl}methyl)-5-(trifluoromethyl)pyrazin-2-amin